COC=1C=NC2=CC=C(C=C2N1)C(C)N1C[C@@H](N(C[C@H]1C)C=1C=2C(N(C(C1)=O)C)=CN(N2)CC#N)C (7-((2S,5R)-4-(1-(3-methoxyquinoxalin-6-yl)ethyl)-2,5-dimethylpiperazin-1-yl)-4-methyl-5-oxo-4,5-dihydro-2H-pyrazolo[4,3-b]pyridin-2-yl)acetonitrile